C1=NC(=CC2=C1NC1=CC=CC=C21)C(=O)N 9H-pyrido[3,4-b]indol-3-amide